C(C)OC(CCC1=NC=C(C=C1)C#C[Si](C)(C)C)=O 3-(5-((trimethylsilyl)ethynyl)pyridin-2-yl)propionic acid ethyl ester